C(C1=CC=CC=C1)(=O)ON1C=COC2=C(C1C1=CC=CC3=CC=CC=C13)C(=NN2C2=CC=CC=C2)C(F)(F)F 5-(benzoyloxy)-4-(naphthalen-1-yl)-1-phenyl-3-(trifluoromethyl)-4,5-dihydro-1H-pyrazolo[4,3-f][1,4]oxazepin